ClC1=CC(=C(C=C1)CN(C(NCC1=CC=C(C=C1)OC(C)C)=O)C1CCNCC1)F 3-[(4-chloro-2-fluorophenyl)methyl]-3-(piperidin-4-yl)-1-{[4-(propane-2-yloxy)phenyl]methyl}urea